COC1=C(C(=O)O)C(=CC(=C1)C1=CN=C2N1C=CC(=C2)C2=CC(=NO2)C)OC 2,6-dimethoxy-4-[7-(3-methylisoxazol-5-yl)imidazo[1,2-a]pyridin-3-yl]benzoic acid